C(C)OC(=C)C1=C(C=C(C=C1)C1N(CCC1)C(=O)OC(C)(C)C)F tert-butyl 2-(4-(1-ethoxyvinyl)-3-fluorophenyl)pyrrolidine-1-carboxylate